[Cl-].C(C)[N+](CCCNC(C(=C)C)=O)(C)CC diethyl-methyl-[3-(2-methylpropan-2-enamido)propyl]ammonium chloride